N-(4-(5-(6-Methyl-2-(5-azaspiro[2.3]hexan-5-yl)pyrimidin-4-yl)-1,3,4-oxadiazol-2-yl)-3-(6-azaspiro[2.5]octan-6-yl)phenyl)-2-hydroxyethane-1-sulfonamide CC1=CC(=NC(=N1)N1CC2(CC2)C1)C1=NN=C(O1)C1=C(C=C(C=C1)NS(=O)(=O)CCO)N1CCC2(CC2)CC1